C1CC2=C(C=CC(=C2)F)O[C@H]1[C@H](C[NH2+]C[C@@H]([C@@H]3CCC4=C(O3)C=CC(=C4)F)O)O The molecule is an organic cation obtained by protonation of the secondary amino function of (R,S,S,S)-nebivolol. It is an organic cation and an ammonium ion derivative. It is a conjugate acid of a (R,S,S,S)-nebivolol. It is an enantiomer of a (S,R,R,R)-nebivolol(1+).